1-(3-sulfamoylbenzoyl)-2-piperidinecarboxamide S(N)(=O)(=O)C=1C=C(C(=O)N2C(CCCC2)C(=O)N)C=CC1